tert-butyl ((trans)-3-(3-(trifluoromethyl)phenoxy)cyclopentyl)carbamate FC(C=1C=C(O[C@@H]2C[C@H](CC2)NC(OC(C)(C)C)=O)C=CC1)(F)F